O1C(OCCC1)CCC(=O)C1=CC=CC=C1 3-(1,3-dioxacyclohexane-2-yl)-1-phenylpropane-1-one